N-(2-(((1-(1-methyl-1H-tetrazol-5-yl)-1H-benzo[d]imidazol-2-yl)oxy)methyl)pyridin-4-yl)hydroxylamine CN1N=NN=C1N1C(=NC2=C1C=CC=C2)OCC2=NC=CC(=C2)NO